cis-3-(((1-((2-chloropyrimidin-5-yl)amino)isoquinolin-6-yl)oxy)methyl)-1-iminohexahydro-1λ6-thiopyran 1-oxide ClC1=NC=C(C=N1)NC1=NC=CC2=CC(=CC=C12)OC[C@@H]1C[S@](CCC1)(=N)=O